FC1(CN(C1)C1=NC=CC(=C1)CN)F (2-(3,3-Difluoroazetidin-1-yl)pyridin-4-yl)methanamine